CN1N=C(C=C1C(=O)OCCC)C(NCCNC1=NC=CC2=CC=C(C=C12)C1=NOC(=N1)C)=O propyl 1-methyl-3-((2-((7-(5-methyl-1,2,4-oxadiazol-3-yl) isoquinolin-1-yl) amino) ethyl) carbamoyl)-1H-pyrazole-5-carboxylate